6-Bromo-4-chloro-2,3-dihydro-1H-pyrrolo[4,3-c]pyridin-1-one BrC1=CC2=C(C(=N1)Cl)CNC2=O